2-(5,7-dimethylfuro[2,3-c]pyridin-2-yl)-7-[(3R,5S)-3,5-dimethylpiperazin-1-yl]-4H-pyrido[1,2-a]pyrimidin-4-one CC=1C=C2C(=C(N1)C)OC(=C2)C=2N=C1N(C(C2)=O)C=C(C=C1)N1C[C@H](N[C@H](C1)C)C